4-Cyclopropoxy-6-((4-((5-cyclopropyl-3-(3,5-dichloropyridin-4-yl)isoxazol-4-yl)methoxy)bicyclo[2.2.2]octan-1-yl)methoxy)chinolin C1(CC1)OC1=CC=NC2=CC=C(C=C12)OCC12CCC(CC1)(CC2)OCC=2C(=NOC2C2CC2)C2=C(C=NC=C2Cl)Cl